C(C)(C)(CC)C(C(=O)[O-])(CCCC)OC1=CC=CC=C1 t-pentylphenoxyhexanoate